{1-[(ethoxycarbonyl)oxy]}ethyl-2-(3-cyano-1-isopropyl-1H-indazol-5-yl)isonicotinic acid C(C)OC(=O)OC(C)C1=C(C(=O)O)C=CN=C1C=1C=C2C(=NN(C2=CC1)C(C)C)C#N